N,N-di(hexadecyl)-N-methyl-1-hexadecyl-ammonium chloride [Cl-].C(CCCCCCCCCCCCCCC)[N+](C)(CCCCCCCCCCCCCCCC)CCCCCCCCCCCCCCCC